4-bromo-1-[4-(difluoromethoxy)phenyl]-1H-pyrazole BrC=1C=NN(C1)C1=CC=C(C=C1)OC(F)F